C(C1=CC=CC=C1)OC(=O)C1=CNC=C1C1=CC=CC=C1 4-phenyl-1H-pyrrole-3-carboxylic acid benzyl ester